[Y].[Ca].[O].B(O)(O)O boric acid oxygen calcium yttrium